6'-(ethane-1,2-diylbis(5-carbamoyl-4-methoxy-1H-benzo[d]imidazole-1,2-diyl))bis(3-fluorobenzoic acid) C(CN1C(=NC2=C1C=CC(=C2OC)C(N)=O)C2=C(C(=O)O)C=CC=C2F)N2C(=NC1=C2C=CC(=C1OC)C(N)=O)C1=C(C(=O)O)C=CC=C1F